phenyl(phenyl)methanone C1(=CC=CC=C1)C(=O)C1=CC=CC=C1